4,6,6,7,8,8-hexamethyl-1,3,4,6,7,8-hexahydrocyclopenta[g]-benzopyran CC1CCOC2=C1C=C1C(=C2)C(C(C1(C)C)C)(C)C